tert-Butyl 3-(2-methyl-1,4,5,6-tetrahydropyrimidin-1-yl)propionate CC=1N(CCCN1)CCC(=O)OC(C)(C)C